C(C)(C)(C)OC(=O)C1=CC=CCN=C1 Azepine-6(2H)-carboxylic acid tert-butyl ester